1,2-di-(8Z,11Z,14Z-eicosatrienoyl)-sn-glycero-3-phosphoserine CCCCC/C=C\C/C=C\C/C=C\CCCCCCC(=O)OC[C@H](COP(=O)(O)OC[C@@H](C(=O)O)N)OC(=O)CCCCCC/C=C\C/C=C\C/C=C\CCCCC